tert-butyl 7-((3-(2,6-bis(benzyloxy)pyridin-3-yl)-1-methyl-1H-indazol-6-yl)oxy)-2-azaspiro[3.5]nonane-2-carboxylate C(C1=CC=CC=C1)OC1=NC(=CC=C1C1=NN(C2=CC(=CC=C12)OC1CCC2(CN(C2)C(=O)OC(C)(C)C)CC1)C)OCC1=CC=CC=C1